1-(2-azidophenyl)-4-methylpiperazine N(=[N+]=[N-])C1=C(C=CC=C1)N1CCN(CC1)C